1-(3-Chlorophenyl)-N-[(1,4-dimethylpyrazol-3-yl)methyl]-6-[2-(2-hydroxyethyl)-1-oxo-3,4-dihydroisoquinolin-7-yl]-7-oxo-4,5-dihydropyrazolo[3,4-c]pyridine-3-carboxamide ClC=1C=C(C=CC1)N1N=C(C2=C1C(N(CC2)C2=CC=C1CCN(C(C1=C2)=O)CCO)=O)C(=O)NCC2=NN(C=C2C)C